N-propyl-pyrrolidine bromide [Br-].C(CC)N1CCCC1